4-methyl-3-[4-[2-(methylamino)pyrimidin-5-yl]pyrazol-1-yl]-N-[4-(trifluoromethyl)-2-pyridinyl]benzamide Silver-silver chloride [Ag]Cl.[Ag].CC1=C(C=C(C(=O)NC2=NC=CC(=C2)C(F)(F)F)C=C1)N1N=CC(=C1)C=1C=NC(=NC1)NC